CC=1C(=C(C=CC1NCCCC1=CC=CC=C1)C1=CC=CC=C1)CC(=O)OC methyl 2-(3-methyl-4-((3-phenylpropyl)amino)-[1,1'-biphenyl]-2-yl)acetate